1-chloro-4-(cyclopropoxy)benzene ClC1=CC=C(C=C1)OC1CC1